C(C1=CC=CC=C1)NC1=C2N=CN(C2=NC(=N1)C1=CC=C(C=C1)F)[C@H]1[C@@H]([C@@H]([C@H](O1)C(=O)NC)O)O (2s,3s,4r,5r)-5-(6-(benzylamino)-2-(4-fluorophenyl)-9H-purin-9-yl)-3,4-dihydroxy-N-methyltetrahydrofuran-2-carboxamide